C(CCCCCC(C)N)N 1,7-Octanediamine